[O].[Cu].[Ba].[Yb].[Gd] Gadolinium ytterbium barium copper oxygen